C(C=C)OC1=CC=C(C(=C1C1CC2=NN=C(N2C1)C1CCN(CC1)C1CCCCC1)Cl)Cl 6-(6-(allyloxy)-2,3-dichlorophenyl)-3-(1-cyclohexylpiperidin-4-yl)-6,7-dihydro-5H-pyrrolo[2,1-c][1,2,4]triazole